Cl.CN1CC=C(C=C1)C1=CC=NC=C1 1-methyl-4,4'-bipyridine hydrochloride